COC1=CC(=CC=2OCCOC21)CC(C)N 1-(5-methoxy-2,3-dihydro-1,4-benzodioxin-7-yl)propan-2-amine